2-(1-(4-Amino-3-(4-(methylsulfonyl)phenyl)-1H-pyrazolo[3,4-d]pyrimidin-1-yl)ethyl)-3-(3-Fluorophenyl)-4H-chromen-4-one NC1=C2C(=NC=N1)N(N=C2C2=CC=C(C=C2)S(=O)(=O)C)C(C)C=2OC1=CC=CC=C1C(C2C2=CC(=CC=C2)F)=O